C(#N)C1=CC(=C(C=C1)N1CCC(CC1)C#N)[N+](=O)[O-] (4-cyano-2-nitrophenyl)piperidine-4-carbonitrile